N-(4-ethylbenzyl)-4-(2-(p-tolyl)-2H-pyrazolo[3,4-d]pyrimidin-4-yl)piperazine-2-carboxamide C(C)C1=CC=C(CNC(=O)C2NCCN(C2)C=2C=3C(N=CN2)=NN(C3)C3=CC=C(C=C3)C)C=C1